C1(CC1)N(C1=C2NC(=NC2=NC(=N1)C=1C(=NC=NC1OC)C1CC1)C)CC12C3C4C5(C3C1C5C24)C=2N(C=C(N2)C(F)(F)F)C(C)C N-cyclopropyl-2-(4-cyclopropyl-6-methoxypyrimidin-5-yl)-N-(((1s,2R,3s,4r,5S,6r,7R,8S)-4-(1-isopropyl-4-(trifluoromethyl)-1H-imidazol-2-yl)cuban-1-yl)methyl)-8-methyl-7H-purin-6-amine